4-(4-chlorophenyl)-2-(5-fluoro-2-iodobenzamido)thiophene-3-carboxylic acid ClC1=CC=C(C=C1)C=1C(=C(SC1)NC(C1=C(C=CC(=C1)F)I)=O)C(=O)O